CC(CC(C)N)CC 4-methyl-2-hexanamine